N,N-dibutyl-N-(2-hydroxyethyl)butylammonium C(CCC)[N+](CCO)(CCCC)CCCC